FC1=C(C=C(C=C1)F)[C@@H]1N(CCC1)C1=NC=2N(C=C1)N=CC2N (R)-5-(2-(2,5-difluorophenyl)pyrrolidin-1-yl)pyrazolo[1,5-a]pyrimidin-3-amine